5-bromo-N-(3-(N-methyl-N-phenylsulfamoyl)phenyl)furan-2-carboxamide BrC1=CC=C(O1)C(=O)NC1=CC(=CC=C1)S(N(C1=CC=CC=C1)C)(=O)=O